1,2-Dibromoethan BrCCBr